(S)-1-(6-(4-((2-((1-amino-1-oxo-3-phenylpropan-2-yl)amino)-2-oxoethyl)carbamoyl)phenoxy)hexyl)pyridin-1-ium bromide [Br-].NC([C@H](CC1=CC=CC=C1)NC(CNC(=O)C1=CC=C(OCCCCCC[N+]2=CC=CC=C2)C=C1)=O)=O